trans-3-[(4-chloro-2-fluorobenzyl)oxy]-N-{2-fluoro-3-[6-oxo-4-(trifluoromethyl)-1,6-dihydropyrimidin-2-yl]-4-(trifluoromethyl)benzyl}cyclobutane-1-carboxamide ClC1=CC(=C(CO[C@@H]2C[C@H](C2)C(=O)NCC2=C(C(=C(C=C2)C(F)(F)F)C=2NC(C=C(N2)C(F)(F)F)=O)F)C=C1)F